FC1=CC=CC=2C3CC[C@@]4(C(\C(\[C@H](C4C3CCC12)CCC(=O)N1CC2=CC=CC=C2C1)=C/O)=O)C (13S,15S,Z)-4-fluoro-16-(hydroxymethylene)-15-(3-(isoindolin-2-yl)-3-oxopropyl)-13-methyl-6,7,8,9,11,12,13,14,15,16-decahydro-17H-cyclopenta[a]phenanthren-17-one